FC1(CC(C1)NCC1=CC=C(CN2C(=NC=3C2=C2C(=NC3N)C=CS2)COCC)C=C1)F 1-(4-(((3,3-difluorocyclobutyl)amino)methyl)benzyl)-2-(ethoxymethyl)-1H-imidazo[4,5-d]thieno[3,2-b]pyridin-4-amine